ClC=1C=C(C=CC1N1C(N(C=C1)C)=O)C1=C(C(=CC(=C1)F)C=1C=NC(=C(C1)N1CC(C1)(CO)O)OC)O 1-(3-chloro-5'-fluoro-2'-hydroxy-3'-(5-(3-hydroxy-3-(hydroxymethyl)azetidin-1-yl)-6-methoxypyridin-3-yl)-[1,1'-biphenyl]-4-yl)-3-methyl-1H-imidazol-2(3H)-one